(6-methoxy-2,4-dimethylpyridin-3-yl)prop-2-enamide methyl-4-((2R,3S,4S,5R)-3-(3-chloro-2-methoxyphenyl)-4,5-dimethyl-5-(trifluoromethyl)tetrahydrofuran-2-carboxamido)picolinate COC(C1=NC=CC(=C1)NC(=O)[C@@H]1O[C@]([C@H]([C@H]1C1=C(C(=CC=C1)Cl)OC)C)(C(F)(F)F)C)=O.COC1=CC(=C(C(=N1)C)C(C(=O)N)=C)C